C(C1=CC=CC=C1)N1CCC(CC1)CCNC(=O)N1[C@@H](CN(C[C@H]1C)C1=NC=C(C=N1)OC)C (2R,6R)-N-[2-(1-benzylpiperidin-4-yl)ethyl]-4-(5-methoxypyrimidin-2-yl)-2,6-dimethylpiperazine-1-carboxamide